(R)-4-((1-(3-(difluoromethyl)-2-fluorophenyl)ethyl)amino)-N,2-dimethylquinazoline-6-sulfonamide FC(C=1C(=C(C=CC1)[C@@H](C)NC1=NC(=NC2=CC=C(C=C12)S(=O)(=O)NC)C)F)F